C12CC(CC(CCC1)N2)N(C=2SC1=C(C=NC(=C1)C1=CC3=CN(N=C3C(=C1)OC)C)N2)C N-(9-Azabicyclo[3.3.1]non-3-yl)-6-(7-methoxy-2-methyl-2H-indazol-5-yl)-N-methyl[1,3]thiazolo[4,5-c]pyridin-2-amin